N-ethyl-2,2-diisopropyl-butyramide 1-Ethyl-4-(3-(dimethylamino)phenyl)thiazole-2-carboxylate C(C)S1C(=NC(=C1)C1=CC(=CC=C1)N(C)C)C(=O)O.C(C)NC(C(CC)(C(C)C)C(C)C)=O